Methyl (S)-4-formyl-3-methyl-2,3,4,5-tetrahydrobenzo[f][1,4]oxazepine-8-carboxylate C(=O)N1[C@H](COC2=C(C1)C=CC(=C2)C(=O)OC)C